C(#N)C=1CCCCC1C1=CC=C(C=C1)[C@H](CO)NC(=O)NC=1N=C(SC1)C#C (R)-1-(1-(6'-cyano-2',3',4',5'-tetrahydro-[1,1'-biphenyl]-4-yl)-2-hydroxyethyl)-3-(2-ethynyl-thiazol-4-yl)urea